4-((S)-4-acryloyl-3-(cyanomethyl)piperazin-1-yl)-7-(8-methylnaphthalen-1-yl)-N-(((S)-1-methylpyrrolidin-2-yl)methyl)-5,6,7,8-tetrahydro-1,7-naphthyridine-2-carboxamide C(C=C)(=O)N1[C@H](CN(CC1)C1=CC(=NC=2CN(CCC12)C1=CC=CC2=CC=CC(=C12)C)C(=O)NC[C@H]1N(CCC1)C)CC#N